tert-butyl 4-((4-(2-(piperidin-1-yl)ethoxy)phenyl)amino)piperidine-1-carboxylate N1(CCCCC1)CCOC1=CC=C(C=C1)NC1CCN(CC1)C(=O)OC(C)(C)C